((S)-6,8-dichloro-1-methyl-3,4-dihydroisoquinolin-2(1H)-yl)((2R,6S)-6-methylmorpholin-2-yl)methanone ClC=1C=C2CCN([C@H](C2=C(C1)Cl)C)C(=O)[C@H]1CNC[C@@H](O1)C